2-(4-(2-(3,4-dimethoxyphenyl)-3-ethyl-6-methyl-1H-indol-5-yl)piperazin-1-yl)-N-methylethan-1-amine COC=1C=C(C=CC1OC)C=1NC2=CC(=C(C=C2C1CC)N1CCN(CC1)CCNC)C